COC(=O)C1C(C(C(C=C1)C(=O)OC)C(=O)OC)C(=O)OC 5-cyclohexene-1,2,3,4-tetracarboxylic acid tetramethyl ester